CC=1C=C(C=C(C1)C)C1=CC=C(O1)C(=O)NC1=CC=CC=C1 5-(3,5-dimethylphenyl)-N-phenylfuran-2-carboxamide